C(C1=CC=CC=C1)OC1(C2=NN=C(C3=C(C=C(C(OCCCC=CC1)=N3)C(F)(F)F)Br)O2)C(F)(F)F 6-benzyloxy-17-bromo-6,15-bis(trifluoromethyl)-13,19-dioxa-3,4,18-triazatricyclo[12.3.1.12,5]nonadec-1(17),2,4,8,14(18),15-hexa-ene